Ethyl-(4-hydroxy-7-phenoxyisoquinoline-3-carboxamide) acetate C(C)(=O)O.C(C)C1=NC(=C(C2=CC=C(C=C12)OC1=CC=CC=C1)O)C(=O)N